O[C@@H]1[C@H](CCC1)NC(=O)C=1C(N(N=C(C1)C1=CC=C(C=C1)C(F)(F)F)C=1C=NC=CC1)=O N-[(1S,2S)-2-hydroxycyclopentyl]-3-oxo-2-(pyridin-3-yl)-6-[4-(trifluoromethyl)phenyl]-2,3-dihydropyridazine-4-carboxamide